tert-butyl ((2S,3R,4R)-1-acetyl-6-bromo-2-cyclopropyl-3-methyl-1,2,3,4-tetrahydroquinolin-4-yl)carbamate C(C)(=O)N1[C@H]([C@@H]([C@H](C2=CC(=CC=C12)Br)NC(OC(C)(C)C)=O)C)C1CC1